C(C1=CC=CC=C1)(C1=CC=CC=C1)(C1=CC=CC=C1)SCCC(=O)N 3-(tritylthio)propanamide